4-((2-cyclopropylthiazol-4-yl)methyl)-N-hydroxy-3,4-dihydro-2H-benzo[b][1,4]oxazine-6-carboxamide C1(CC1)C=1SC=C(N1)CN1C2=C(OCC1)C=CC(=C2)C(=O)NO